[Li+].O=C[C@H](O)[C@@H](O)[C@H](O)[C@H](O)C(=O)[O-] glucuronic acid lithium salt